C(C(=C)C)(=O)OCCC(CCCC(C)(C)N)C 7-amino-3,7-dimethyloctyl methacrylate